1-[2-acetyl-5-(6-bromoimidazo[4,5-b]pyridin-3-yl)phenyl]-5-methyl-pyrazole-3-carbonitrile C(C)(=O)C1=C(C=C(C=C1)N1C=NC=2C1=NC=C(C2)Br)N2N=C(C=C2C)C#N